2-phenyl-N,N-dimethylaminosulfonylpropane C1(=CC=CC=C1)C(CS(=O)(=O)N(C)C)C